C(O)([O-])=O.[Al+3].C(O)([O-])=O.C(O)([O-])=O aluminum hydrogencarbonate